CN[C@@H]1CN(CCC1)C1=NC2=C(N1CC1=CC=C(C=N1)C#N)C=C(C=C2)C(F)(F)F 6-((2-((3S)-3-(Methylamino)-1-piperidinyl)-6-(trifluoromethyl)-1H-benzimidazol-1-yl)methyl)-3-pyridincarbonitril